COC1=C(CN(S(=O)(=O)C2=C(C=C(C=C2C)N2C[C@@](CCC2)(CCC2=CC(=CC=C2)C(F)(F)F)N(C)C)C)C2=NC=NC=C2)C=CC(=C1)OC (S)-N-(2,4-Dimethoxybenzyl)-4-(3-(dimethylamino)-3-(3-(trifluoromethyl)-phenethyl)piperidin-1-yl)-2,6-dimethyl-N-(pyrimidin-4-yl)benzenesulfonamide